5-(2-methoxypyridin-4-yl)benzo[d][1,3]dioxol-4-amine COC1=NC=CC(=C1)C1=C(C2=C(OCO2)C=C1)N